(3R)-3-amino-7-(5-tert-butyl-1,3,4-oxadiazol-2-yl)-5-[[4-(3-methyl-1,2,4-oxadiazol-5-yl)phenyl]methyl]-1,1-dioxo-2,3-dihydro-1lambda6,5-benzothiazepine-4-One N[C@H]1CS(C2=C(N(C1=O)CC1=CC=C(C=C1)C1=NC(=NO1)C)C=C(C=C2)C=2OC(=NN2)C(C)(C)C)(=O)=O